FC1=C(C=CC(=C1)C(F)(F)F)COC1CN(C1)C(=O)N1CC(CC1)C1=C(C=NN1)C(=O)OCC Ethyl 5-[1-[3-[[2-fluoro-4-(trifluoromethyl)phenyl]methoxy]azetidine-1-carbonyl]pyrrolidin-3-yl]-1H-pyrazole-4-carboxylate